FC=1C=C(C=CC1)C=1N=CSC1C(=O)NC=1C=C2CCC(NC2=C(C1)C)=O 4-(3-fluorophenyl)-N-(8-methyl-2-oxo-3,4-dihydro-1H-quinolin-6-yl)thiazole-5-carboxamide